FC(CCCC1=CN=C(C(=N1)N1CCC(CC1)C(=O)O)C1=CC=C(C=C1)OC(F)(F)F)(F)F 1-(6-(4,4,4-trifluorobutyl)-3-(4-(trifluoromethoxy)phenyl)pyrazin-2-yl)piperidine-4-carboxylic acid